6-(4-((2-methoxy-4-(1H-pyrazol-4-yl)phenyl)-amino)-pyrimidin-2-yl)-N,N-dimethyl-1H-indole-2-carboxamide COC1=C(C=CC(=C1)C=1C=NNC1)NC1=NC(=NC=C1)C1=CC=C2C=C(NC2=C1)C(=O)N(C)C